n-Butyl-diethanolamine C(CCC)N(CCO)CCO